ClCCCCCCC/C=C/CCO (3E)-11-chloro-3-undecene-1-ol